CS(=O)(=O)C1=CC=C(C=C1)NCC#CC=1N(C=2C=CC=C(C2C1)NC1CC(NCC1)C)CC(F)(F)F 2-{3-[(4-methane-sulfonylphenyl)-amino]prop-1-yn-1-yl}-N-(2-methylpiperidin-4-yl)-1-(2,2,2-trifluoroethyl)-1H-indol-4-amine